6-(2-Methyl-1,3-benzothiazol-6-yl)-2-(1-methylpiperidin-4-yl)quinazolin-4(3H)-one CC=1SC2=C(N1)C=CC(=C2)C=2C=C1C(NC(=NC1=CC2)C2CCN(CC2)C)=O